(S)-2-(4-(4-ethoxy-6-((4-methoxybenzyl)oxy)pyridin-3-yl)-2-fluorophenyl)-N-(3-((1-methylpyrrolidin-2-yl)methoxy)-5-(trifluoromethyl)phenyl)acetamide C(C)OC1=C(C=NC(=C1)OCC1=CC=C(C=C1)OC)C1=CC(=C(C=C1)CC(=O)NC1=CC(=CC(=C1)C(F)(F)F)OC[C@H]1N(CCC1)C)F